C(C1=CC=CC=C1)(=O)OOC(C)(C)C tertiary-Butyl peroxybenzoate